N1CCC2=CC=C(C=C12)NC=1N=CC2=C(N1)N(C(C(=C2)N2CCN(C1=C(C=CC=C21)C)C(=O)OCC2=CC=CC=C2)=O)CCOCCOS(=O)(=O)C2=CC=C(C=C2)C benzyl 4-[2-(indolin-6-ylamino)-7-oxo-8-[2-[2-(p-tolylsulfonyloxy)ethoxy]ethyl]pyrido[2,3-d]pyrimidin-6-yl]-8-methyl-2,3-dihydroquinoxaline-1-carboxylate